CC1=C(C=C(C(=C1)O)C1CCCCC1)C(C)(C)C1(CC(=CC=C1)C(C)(C)C1=C(C=C(C(=C1)C1CCCCC1)O)C)P(O)(=O)O 1,3-bis[1-(2-methyl-4-hydroxy-5-cyclohexylphenyl)isopropyl]benzenephosphonic acid